2',4'-DIMETHYLBIPHENYL-2-YLBORONIC ACID CC1=C(C=CC(=C1)C)C1=C(C=CC=C1)B(O)O